[Cl-].S1C=C(C=C1)C[Zn+] (thiophen-3-ylmethyl)zinc (II) chloride